ClC1=C(C=CC=C1F)[C@H]1N(C(CC1)=O)C=1C(=C(C(=O)N[C@H](C)\C=C\S(=O)(=O)C)C=C(C1)F)F ((S)-2-(2-Chloro-3-fluorophenyl)-5-oxopyrrolidin-1-yl)-2,5-difluoro-N-((R,E)-4-(methylsulfonyl)but-3-en-2-yl)benzamide